2-chloro-6-(4,4,5,5-tetramethyl-1,3,2-dioxaborolan-2-yl)pyridin ClC1=NC(=CC=C1)B1OC(C(O1)(C)C)(C)C